2-[[5-ethylsulfanyl-6-[3-methyl-6-(trifluoro-methyl)imidazo[4,5-b]pyridin-2-yl]-3-pyridyl]oxy]-2-methyl-propanenitrile C(C)SC=1C=C(C=NC1C1=NC=2C(=NC=C(C2)C(F)(F)F)N1C)OC(C#N)(C)C